NC1CCCCC1N 1,6-diamino-cyclohexane